FC1=C(CNC(C2=C(N=CC=C2)OC)=O)C=C(C=C1)OC(F)(F)F N-(2-fluoro-5-(trifluoromethoxy)benzyl)-2-methoxynicotinamide